C(CCCCC#N)#N hexandinitrile